[2-(6-bromo-2-fluoro-3-iodophenoxy)ethoxy](tert-butyl)dimethylsilane BrC1=CC=C(C(=C1OCCO[Si](C)(C)C(C)(C)C)F)I